Methyl 3-(4-butyl-1-(2,4-difluorophenyl)-3-(4-fluorophenyl)-5-methyl-4,5-dihydro-1H-pyrazole-5-carboxamido)propanoate C(CCC)C1C(=NN(C1(C(=O)NCCC(=O)OC)C)C1=C(C=C(C=C1)F)F)C1=CC=C(C=C1)F